C(C1=CC=CC=C1)N1[C@H]2CC(C[C@@H]1CC2)N(C=2C(=C(C(=NC2)S(=O)(=O)NC2=NC(=CC=C2)F)F)C)C 5-(((1r,3s,5s)-8-benzyl-8-azabicyclo[3.2.1]oct-3-yl)(methyl)amino)-3-fluoro-N-(6-fluoropyridin-2-yl)-4-methylpyridine-2-sulfonamide